2-(4-hydroxystyryl)methylbenzothiazole p-toluenesulfonate CC1=CC=C(C=C1)S(=O)(=O)O.OC1=CC=C(C=CCC=2SC3=C(N2)C=CC=C3)C=C1